C(C1=CC=CC=C1)N(C)CCCC1=CC(=C(C=C1)C1CCCCC1)Cl N-benzyl-N-methyl-[3-(3-chloro-4-cyclohexyl-phenyl)propyl]amine